methyl 3-hydroxy-6-bromopyridine-1-carboxylate OC=1CN(C(=CC1)Br)C(=O)OC